C(C1=CC=CC=C1)OC1=CC=C(C=C1)C=1N=C2N(C=CC=C2)C1NC1=CC=C(C(=O)OC)C=C1 Methyl 4-((2-(4-(benzyloxy)phenyl)imidazo[1,2-a]pyridin-3-yl)amino)benzoate